2-azido-1,4-bistrifluoromethylbenzene N(=[N+]=[N-])C1=C(C=CC(=C1)C(F)(F)F)C(F)(F)F